CC1=NC(=C(C#N)C=C1)O[C@H](CCNCCN1CCOCC1)C1=CC=CC=C1 (R)-6-methyl-2-(3-((2-morpholinoethyl)amino)-1-phenylpropoxy)nicotinonitrile